NC=1C(=NN(C1C(=O)N)C1=CC=C(C=C1)CNC(C1=C(C=CC(=C1)F)OC)=O)C1CCNCC1 4-amino-1-(4-((5-fluoro-2-methoxybenzamido)methyl)phenyl)-3-(piperidin-4-yl)-1H-pyrazole-5-carboxamide